ClC=1C(=C2C=NNC2=CC1C)C=1C(=NN(C1C)C1CC2(CN(C2)C(C=C)=O)C1)C=1C=C2C=CN=NC2=CC1 1-{6-[4-(5-chloro-6-methyl-1H-indazol-4-yl)-3-(cinnolin-6-yl)-5-methyl-1H-pyrazol-1-yl]-2-azaspiro[3.3]hept-2-yl}prop-2-en-1-one